S(=O)(=O)([O-])[O-].[Ni+2] nickel (sulfate)